2,8-Dimethyl-5-phenyl-4-(trifluoromethyl)-5H-indeno[1,2-b]pyridine CC1=CC(=C2C(=N1)C1=CC(=CC=C1C2C2=CC=CC=C2)C)C(F)(F)F